3-(4-fluorobenzyloxy)methyl-3-methyl-oxetane FC1=CC=C(COCC2(COC2)C)C=C1